(1-methylcyclopropyl) 4-[3-[3-fluoro-4-[2-oxo-2-[3-[[[rac-(2S,3R,4R,5R)-2,3,4,5,6-pentahydroxyhexyl] amino]methyl]azetidin-1-yl]ethyl] phenoxy]propyl]piperidine-1-carboxylate FC=1C=C(OCCCC2CCN(CC2)C(=O)OC2(CC2)C)C=CC1CC(N1CC(C1)CNC[C@@H]([C@H]([C@@H]([C@@H](CO)O)O)O)O)=O |r|